N-Boc-2-(Boc-amino)-3-methylpentanoic acid C(=O)(OC(C)(C)C)N(C(C(=O)O)C(CC)C)C(=O)OC(C)(C)C